C1(CC1)C1=NC=NC(=C1C1=NC=2CCC(CC2C(=N1)NCC1=CC=C(C=C1)C=1N(C=C(N1)C(F)(F)F)C)N(CC1OC1)C)OC 2-(4-cyclopropyl-6-methoxypyrimidin-5-yl)-N6-methyl-N4-(4-(1-methyl-4-(trifluoro-methyl)-1H-imidazol-2-yl)benzyl)-N6-(oxiran-2-ylmethyl)-5,6,7,8-tetrahydro-quinazoline-4,6-diamine